N-[4-[2-(azetidin-1-yl)phenyl]thiazol-2-yl]-6-methyl-pyridine-3-carboxamide N1(CCC1)C1=C(C=CC=C1)C=1N=C(SC1)NC(=O)C=1C=NC(=CC1)C